C(C)OC(CCC=1C(=C(C(=O)O)C=CC1)OC)=O (3-ethoxy-3-oxopropyl)-2-methoxybenzoic acid